(5,7-difluoro-4-hydroxy-benzothiazol-2-yl)-carbamic acid tert-butyl ester C(C)(C)(C)OC(NC=1SC2=C(N1)C(=C(C=C2F)F)O)=O